4-hydroxy-6-methyl-5-(5-methyl-2-thienyl)pyridine-3-carboxamide OC1=C(C=NC(=C1C=1SC(=CC1)C)C)C(=O)N